SN1[C@@H](CCC1)C(=O)O (4R)-mercaptoproline